N-(Pyridin-3-yl)benzenesulfonamide N1=CC(=CC=C1)NS(=O)(=O)C1=CC=CC=C1